ClC1=CC=C(OCCO[SiH3])C=C1 4-chlorophenoxyethoxysilane